N-[(3R)-1-{5-[3-(2,6-difluorophenyl)-5-methylpyridin-2-yl]-5-methyl-4,5-dihydro-1,2-oxazol-3-yl}-4,4-difluoropyrrolidin-3-yl]methanesulfonamide FC1=C(C(=CC=C1)F)C=1C(=NC=C(C1)C)C1(CC(=NO1)N1C[C@H](C(C1)(F)F)NS(=O)(=O)C)C